ClC1=CC=2N(C3=CC=CC=C13)C(C(C2S(=O)(=O)C2=CC=C(C)C=C2)=O)(C)C 5-chloro-1,1-dimethyl-3-tosylpyrrolo[1,2-a]quinolin-2(1H)-one